C(=O)(O)CC(C(=O)ON1C(CCC1=O)=O)=C succinimidyl carboxymethylacrylate